7-(3-cyanobenzyl)-4-(4-ethylbenzyl)-6,7,8,9-tetrahydroimidazo[1,2-a]pyrido[3,4-e]pyrimidin-5(4H)-one C(#N)C=1C=C(CN2CC=3C(N(C=4N(C3CC2)C=CN4)CC4=CC=C(C=C4)CC)=O)C=CC1